C1(CCCCC1)N=C=NC1CCC(CC1)N(CC)CC 1-cyclohexyl-3-(4-diethylaminocyclohexyl)carbodiimide